tert-butyl (1,3-dihydroxypropan-2-yl)carbamate OCC(CO)NC(OC(C)(C)C)=O